P(O)(O)(=S)O[C@H]1[C@H]([C@@H](O[C@@H]1CO)N1C(=O)N=C(N)C=C1)OOC O-methoxycytidine-3'-phosphorothioate